aluminum titanium yttrium [Y].[Ti].[Al]